ClC1=C(C=CC=C1Cl)C1CCN(CC1)CC=1C=C2C(N(C(C2=CC1)=O)C1C(NC(CC1)=O)=O)=O 5-((4-(2,3-dichlorophenyl)piperidin-1-yl)methyl)-2-(2,6-dioxopiperidin-3-yl)isoindoline-1,3-dione